5-(thiophen-2-yl)pyrazolo[1,5-a]pyrimidine-2-carboxamide S1C(=CC=C1)C1=NC=2N(C=C1)N=C(C2)C(=O)N